NC1=C(C(=NC=N1)NCC1CCN(CC1)C(C=C)=O)C=1C=NC(=CC1)OC1=CC=CC=C1 1-(4-(((6-amino-5-(6-phenoxypyridin-3-yl)pyrimidin-4-yl)amino)methyl)piperidin-1-yl)prop-2-en-1-one